1-ethyl-3-(3-fluorophenyl)-2,4-dioxo-1,2,3,4-tetrahydropyrimidine-5-carboxamide C(C)N1C(N(C(C(=C1)C(=O)N)=O)C1=CC(=CC=C1)F)=O